3-[4-(trifluoromethyl)phenyl]-1H-pyrazol-5-ol FC(C1=CC=C(C=C1)C1=NNC(=C1)O)(F)F